Ethyl 5-(2,4,5-trifluoro-3-methoxyphenyl)thiazole-2-carboxylate FC1=C(C=C(C(=C1OC)F)F)C1=CN=C(S1)C(=O)OCC